(R)-3-((R)-2-(3-(2-aminoethyl)-2-iminoimidazolidine-1-carboxamido)-2-(4-phosphonophenyl)acetamido)-2-hydroxy-3,4-dihydro-2H-benzo[e][1,2]oxaborinine-8-carboxylic acid NCCN1C(N(CC1)C(=O)N[C@@H](C(=O)N[C@@H]1B(OC2=C(C1)C=CC=C2C(=O)O)O)C2=CC=C(C=C2)P(=O)(O)O)=N